ClC1=CC=C(C=C1)NC1=C(N=C2N1C=C(N=C2)N2CCOCC2)C=2C=CC=1N(C2)C(=NN1)CC N-(4-chlorophenyl)-2-(3-ethyl-[1,2,4]triazolo[4,3-a]pyridin-6-yl)-6-morpholinylimidazo[1,2-a]pyrazin-3-amine